1,5-diamino-4,8-dihydroxy(4-hydroxyphenyl)anthraquinone C1=CC(=CC=C1C2=CC(=C3C(=C2N)C(=O)C4=C(C=CC(=C4C3=O)N)O)O)O